2-({4-[1-(2-methoxyethyl)-1H-indazol-6-yl]-1-oxo-2,3-dihydro-1H-isoindol-2-yl}methyl)prop-2-enenitrile COCCN1N=CC2=CC=C(C=C12)C1=C2CN(C(C2=CC=C1)=O)CC(C#N)=C